S1C=NC2=C1C=CC(=C2)NC2=CC=NC1=CC=C(C=C21)C2=C(C=C(CN1CCN(CC1)C(C(C)C)=O)C=C2)F 1-(4-(4-(4-(benzo[d]thiazol-5-ylamino)quinolin-6-yl)-3-fluorobenzyl)piperazin-1-yl)-2-methylpropan-1-one